CC=1C=C(C=CC1I)C(C(=O)OCC)(C)C ethyl 2-(3-methyl-4-iodophenyl)-2-methylpropionate